Cl.ClC1=CC=C(C=C1)C=1C2=C(C(NN1)=O)N=C(C(=C2)C)C 5-(4-chlorophenyl)-2,3-dimethyl-7H-pyrido[2,3-d]pyridazin-8-one hydrochloride